N-(cyclopropylmethyl)-6-(5-(3,5-dichloro-4-fluorophenyl)-5-(trifluoromethyl)-4,5-dihydroisoxazol-3-yl)-6,7-dihydro-5H-pyrrolo[3,4-d]pyrimidine-2-carboxamide C1(CC1)CNC(=O)C=1N=CC2=C(N1)CN(C2)C2=NOC(C2)(C(F)(F)F)C2=CC(=C(C(=C2)Cl)F)Cl